2-imino-2,3,4,5,6,7-hexahydrobenzoxazole N=C1OC2=C(N1)CCCC2